C1(CC1)N(C1CN(C1)C(=O)C=1C=C(CC2=NNC(C3=CC=CC=C23)=O)C=CC1F)CC 4-(3-(3-(cyclopropyl(ethyl)amino)azetidine-1-carbonyl)-4-fluorobenzyl)phthalazin-1(2H)-one